NC1=NC=CC(=C1Cl)SC=1C(=NC(=CN1)N1CCC2(CC1)C(C1=CC=C(C=C1C2)OC)=N)N 3-((2-amino-3-chloropyridin-4-yl)thio)-6-(1-imino-5-methoxy-1,3-dihydro-spiro[indene-2,4'-piperidin]-1'-yl)pyrazin-2-amine